C1(=CCCCCCCCC1)C(CC(=O)O)(C1=CCCCCCCCC1)C1=CCCCCCCCC1.C1(CCC(CC1)C(=O)OCC)C(=O)OCC diethyl 1,4-cyclohexanedicarboxylate tricyclodecenyl-propionate